6-((3,4-dihydro-2H-benzo[b][1,4]oxazin-6-yl)sulfonyl)-2-((1-(2-hydroxyethyl)-1H-pyrazol-3-yl)methyl)phthalazin-1(2H)-one O1C2=C(NCC1)C=C(C=C2)S(=O)(=O)C=2C=C1C=NN(C(C1=CC2)=O)CC2=NN(C=C2)CCO